ClC1=NN(C(=C1C1=NC(=NC(=C1)N1CC(C1)NC)N)Cl)C 4-(3,5-Dichloro-1-methyl-1H-pyrazol-4-yl)-6-(3-(methylamino)azetidin-1-yl)pyrimidin-2-amine